C(\C=C\C1=CC(OC)=C(O)C=C1)(=O)N[C@@H](CC1=CC=C(C=C1)O)C(=O)O N-feruloyl-tyrosine